2-hydroxypyridine N-oxide C1=CC(=O)N(C=C1)O